α-methyl-L-glutamate C[C@](N)(CCC(=O)[O-])C(=O)[O-]